ClC1([C@H]([C@@H]1C1=CC(=C(C=C1)F)C(F)(F)F)C(=O)NC1=CC(=C(C=C1)Cl)NC(CC(C(F)(F)F)C)=O)Cl (1R,3R)-2,2-Dichloro-N-(4-chloro-3-(4,4,4-trifluoro-3-methylbutanamido)phenyl)-3-(4-fluoro-3-(trifluoromethyl)phenyl)cyclopropane-1-carboxamide